C1(CC1)S(=O)(=O)NC1=NC=CC(=N1)C1(CCCC1)C(=O)OC methyl 1-(2-(cyclopropanesulfonamido)pyrimidin-4-yl)cyclopentane-1-carboxylate